C(C)OCC(CC(=O)[O-])=O.C(C)OCC(CC(=O)[O-])=O.C(C)OCC(CC(=O)[O-])=O.[Al+3] aluminum tris(ethoxyacetoacetate)